(S)-N-cyclopropyl-5-methyl-4-oxo-3-(tritylamino)-2,3,4,5-tetrahydrobenzo[b][1,4]Oxazepine-8-Carboxamide C1(CC1)NC(=O)C=1C=CC2=C(OC[C@@H](C(N2C)=O)NC(C2=CC=CC=C2)(C2=CC=CC=C2)C2=CC=CC=C2)C1